C1(CCC1)N(C=1N=CC(=NC1)C1=C(C=C(C(=C1)F)C=1C=NN(C1)C)O)[C@H]1[C@H]([C@@H]2CC[C@H](C1)N2)F 2-(5-{cyclobutyl[(1S,2S,3R,5R)-2-fluoro-8-azabicyclo[3.2.1]octan-3-yl]amino}pyrazin-2-yl)-4-fluoro-5-(1-methyl-1H-pyrazol-4-yl)phenol